tert-butyl 3-oxo-2-azabicyclo[2.2.1]hept-5-ene-2-carboxylate O=C1N(C2C=CC1C2)C(=O)OC(C)(C)C